(S)-3-amino-3-(3-(m-tolyloxy)phenyl)propionic acid ethyl ester hydrochloride Cl.C(C)OC(C[C@@H](C1=CC(=CC=C1)OC=1C=C(C=CC1)C)N)=O